C(C1=CC=CC=C1)N1C=C(C=2C1=CN=CC2)B2OC(C(O2)(C)C)(C)C 1-benzyl-3-(4,4,5,5-tetramethyl-1,3,2-dioxaborolan-2-yl)-1H-pyrrolo[2,3-c]pyridine